O[C@H]1C[C@H]2C[C@H]([C@H]3[C@@H]4CC[C@H]([C@@H](C[C@H](C(=O)O)O)C)[C@]4(CC[C@@H]3[C@]2(CC1)C)C)O (3α,5β,7α,23R)-3,7,23-trihydroxycholan-24-oic acid